N-(4-(4-((3-fluorophenyl)sulfonamido)phenyl)-7H-pyrrolo[2,3-d]pyrimidin-2-yl)cyclopropylcarboxamide FC=1C=C(C=CC1)S(=O)(=O)NC1=CC=C(C=C1)C=1C2=C(N=C(N1)NC(=O)C1CC1)NC=C2